5-Tert-butylbenzo[D]isothiazole-3-carboxylic acid ethyl ester 1,1-dioxide C(C)OC(=O)C1=NS(C2=C1C=C(C=C2)C(C)(C)C)(=O)=O